CC1=C(C=CC(=C1C)C)F 2,3,4-trimethyl-fluorobenzene